(R)-2-methyloxapropylene CC(=O)C